ClC1=C(C=CC(=C1)F)[C@@H](CC)C=1C=NN(C1)C (1S,2S)-1-(2-chloro-4-fluorophenyl)-1-(1-methyl-1H-pyrazol-4-yl)propan